OCCCCCCC(=O)O 6-hydroxy-hexanecarboxylic acid